FC1=CC=C(C=C1)N1C(N2N(CC=C3C2C=2C=CC(=CC2OC3(C)C)NC3COC3)C1=O)=O 2-(4-fluorophenyl)-7,7-dimethyl-10-(oxetan-3-ylamino)-5,12b-dihydro-1H,7H-chromeno[4,3-c][1,2,4]triazolo[1,2-a]pyridazin-1,3(2H)-dione